C(C)(=O)O[C@@H]1[C@H](OC([C@@H]([C@@H]1F)N=[N+]=[N-])OC(C(Cl)(Cl)Cl)=N)CN=[N+]=[N-] (2R,3R,4S,5S)-5-azido-2-(azidomethyl)-4-fluoro-6-(2,2,2-trichloro-1-iminoethoxy)tetrahydro-2H-pyran-3-yl acetate